C(C)(C)(C)C1N(CC[C@@H]([C@]1(C)F)OC1=NC(=CN=C1)NC1=NNC(=C1)OC(F)F)C(=O)OC(CCOC)C1=CC2=C(N=C(S2)C)C=C1 3-methoxy-1-(2-methylbenzo[d]thiazol-6-yl)propan-1-ol tert-butyl-(3R,4S)-4-((6-((5-(difluoromethoxy)-1H-pyrazol-3-yl)amino)pyrazin-2-yl)oxy)-3-fluoro-3-methylpiperidine-1-carboxylate